C(C)(C)(C)OC(COCCCCCOCC)=O 2-(5-Ethoxypentyloxy)acetic acid tert-butyl ester